C(C)(C)(C)N(C(O)=O)C1=CC2=CC=CC=C2C(=C1)C1(CC1)NC(C1=C(C=CC(=C1)OCC1N(CC1)C)C)=O.C(C)(C)(C)[Si](OC1CCN(CC1)[C@@H]1CNCCC1)(C1=CC=CC=C1)C1=CC=CC=C1 tert-butyl-diphenyl-[[1-[(3S)-3-piperidinyl]-4-piperidinyl]oxy]silane tert-Butyl-(4-(1-(2-methyl-5-((1-methylazetidin-2-yl)methoxy)benzamido)cyclopropyl)naphthalen-2-yl)carbamate